FC(OCC1(CCN(CC1)CC1=CC=C(C=C1)NC(C)=O)CCC1=CC=CC=C1)F N-(4-((4-((difluoromethoxy)methyl)-4-phenethyl-piperidin-1-yl)methyl)phenyl)acetamide